2,2-difluoro-2-(pyridin-2-ylsulfonyl)ethan-1-ol FC(CO)(S(=O)(=O)C1=NC=CC=C1)F